2-((2-chloropyridin-4-yl)oxy)-1-(naphthalen-2-yl)ethan-1-one ClC1=NC=CC(=C1)OCC(=O)C1=CC2=CC=CC=C2C=C1